NC1=CC=C(C=N1)C=1N=NN(C1)C(CCCO)C1=CC=C(C=C1)C=1OC(=NN1)C(F)F 4-(4-(6-aminopyridin-3-yl)-1H-1,2,3-triazol-1-yl)-4-(4-(5-(difluoromethyl)-1,3,4-oxadiazol-2-yl)phenyl)butan-1-ol